C1(=CC=CC=C1)C1=NC(=NC(=N1)C1=CC=CC=C1)N1C2=CC=CC=C2C=2C=C(C=CC12)C=1C=CC=2N(C3=CC=CC=C3C2C1)C1=CC=CC=C1 9-(4,6-diphenyl-1,3,5-triazin-2-yl)-9'-phenyl-3,3'-bi[9H-carbazole]